tert-butyl 4-[(tert-butoxycarbonyl)amino]-4-(piperazine-1-carbonyl)piperidine-1-carboxylate C(C)(C)(C)OC(=O)NC1(CCN(CC1)C(=O)OC(C)(C)C)C(=O)N1CCNCC1